FC(C(=O)O)(F)F.FC(COC=1C=C(C=CC1)C(C)N)(F)F 1-(3-(2,2,2-trifluoroethoxy)phenyl)ethane-1-amine trifluoroacetate